(3',4'-difluoro-5-fluorobiphenyl-2-yl)-1-methyl-3-trifluoromethyl-1H-pyrazole-4-carboxamide FC=1C=C(C=CC1F)C1=C(C=CC(=C1)F)C1=C(C(=NN1C)C(F)(F)F)C(=O)N